(S)-tert-butyl 2-(hydroxymethyl)-4-((R)-4-(phenylthio)-3-((4-aminosulfonyl-2-((trifluoromethyl)sulfonyl)phenyl)amino)butyl)piperazine-1-carboxylate OC[C@H]1N(CCN(C1)CC[C@H](CSC1=CC=CC=C1)NC1=C(C=C(C=C1)S(=O)(=O)N)S(=O)(=O)C(F)(F)F)C(=O)OC(C)(C)C